C(C1=CC=CC=C1)OC1=NC(=CC=C1C=1C=CC2=C(N=C(O2)N2CCN(CC2)C(=O)OC(C)(C)C)C1)OCC1=CC=CC=C1 tert-butyl 4-[5-(2,6-dibenzyloxy-3-pyridyl)-1,3-benzoxazol-2-yl]piperazine-1-carboxylate